9-carbonyl-octadecane C(=O)=C(CCCCCCCC)CCCCCCCCC